FC1(CCN(CC1)C=1C=C(C=C(C1)C)NC1=NC=CC2=CC(=CC(=C12)N1CCC2(CC2)CC1)NS(=O)(=O)CCO)F N-(1-((3-(4,4-Difluoropiperidin-1-yl)-5-methylphenyl)amino)-8-(6-azaspiro[2.5]octan-6-yl)isoquinolin-6-yl)-2-hydroxyethane-1-sulfonamide